2-amino-3,4-dimethylimidazo[4,5-f]-quinoline NC=1N(C=2C(=C3C=CC=NC3=CC2C)N1)C